2-cyanoguanidine C(#N)N=C(N)N